(3r,5r)-3-amino-5-methyl-piperidine-1-carboxylic acid tert-butyl ester C(C)(C)(C)OC(=O)N1C[C@@H](C[C@H](C1)C)N